(1R,3S)-3-(3-{[(3-methyl-1,2-oxazol-5-yl)acetyl]-amino}-1H-pyrazol-5-yl)cyclopentyl [(1S)-1-cyclopropylethyl]carbamate C1(CC1)[C@H](C)NC(O[C@H]1C[C@H](CC1)C1=CC(=NN1)NC(CC1=CC(=NO1)C)=O)=O